C1(CCCC1)N1C(C(=CC2=C1N=C(N=C2)NC2(C(CN(CC2([2H])[2H])S(=O)(=O)C)([2H])[2H])[2H])C([2H])([2H])[2H])=O 8-cyclopentyl-6-(methyl-d3)-2-((1-(methylsulfonyl)piperidin-4-yl-3,3,4,5,5-d5)-amino)pyrido[2,3-d]pyrimidin-7(8H)-one